(S)-tert-butyl 4,5-diamino-5-oxopentanoate N[C@@H](CCC(=O)OC(C)(C)C)C(=O)N